C(C)(C)(C)OC(=O)[C@@H](NC(OCC1=CC=CC=C1)=O)CCC(NCCOCCOCC(NCCOCCOCC(=O)O)=O)=O (S)-5-(tert-butoxycarbonyl)-3,8,17-trioxo-1-phenyl-2,12,15,21,24-pentaoxa-4,9,18-triazahexacosan-26-oic acid